3-cyano-vinylcarbazole C(#N)C=1C=C(C=2NC3=CC=CC=C3C2C1)C=C